C1(CCCCC1)(N)N Cyclohexane-Diamine